COC=1C=C2C(=NC=NC2=CC1OC)N1CCC(CC1)C(C#N)CC 2-(1-(6,7-dimethoxyquinazolin-4-yl)piperidin-4-yl)butanenitrile